ClC1=C(C=CC(=C1)Cl)[C@@H](C)N1N=NC=2C1=NC(=CC2C)N2CC(C2)[C@@H]2CN(CCC2)C2CC(C2)(C(=O)O)C 3-((R)-3-(1-(3-((R)-1-(2,4-dichlorophenyl)ethyl)-7-methyl-3H-[1,2,3]triazolo[4,5-b]pyridin-5-yl)azetidin-3-yl)piperidin-1-yl)-1-methylcyclobutane-1-carboxylic acid